4-(4-((4-(3-((2-((1S)-1-((tetrahydro-2H-pyran-2-yl)oxy)ethyl)-1H-imidazole-1-yl)methyl)isoxazol-5-yl)phenyl)ethynyl)benzyl)piperazine-2-one O1C(CCCC1)O[C@@H](C)C=1N(C=CN1)CC1=NOC(=C1)C1=CC=C(C=C1)C#CC1=CC=C(CN2CC(NCC2)=O)C=C1